2-chloro-3-(9,9-dimethyl-9H-fluoren-3-yl)quinoxaline ClC1=NC2=CC=CC=C2N=C1C=1C=CC=2C(C3=CC=CC=C3C2C1)(C)C